2',4',3-Trihydroxy-4-methoxychalcone OC1=C(C(/C=C/C2=CC(=C(C=C2)OC)O)=O)C=CC(=C1)O